(Z)-1-(4-amino-2-fluorobut-2-en-1-yl)-4-(2-methoxy-5-(N-methylsulfamoyl)phenyl)-1H-benzo[d]imidazole-6-carboxylic acid methyl ester COC(=O)C=1C=C(C2=C(N(C=N2)C/C(=C/CN)/F)C1)C1=C(C=CC(=C1)S(NC)(=O)=O)OC